FC=1C=C(C=C(C1C1CC2(CNC2)C1)F)NC1C(NC(CC1)=O)=O 3-((3,5-difluoro-4-(2-azaspiro[3.3]heptan-6-yl)phenyl)amino)piperidine-2,6-dione